9-cyclopropyl-2,6-dimethyl-8,9-dihydropyrazino[2',3':5,6]pyrido[2,3-d]pyrimidin-7(6H)-one C1(CC1)N1CC(N(C2=CC3=C(N=C(N=C3)C)N=C21)C)=O